4-(3-Chloroanilino)-2'-{3-[(5-methyl-1H-indol-4-yl)oxy]propyl}-2',3'-dihydrospiro[cyclohexane-1,1'-indene]-4-carboxylic acid ClC=1C=C(NC2(CCC3(C(CC4=CC=CC=C34)CCCOC3=C4C=CNC4=CC=C3C)CC2)C(=O)O)C=CC1